C(C)(C)NC(=O)N[C@@H]1C[C@@H](CC1)C1=CC(=NN1)NC1=NC=CC=N1 1-isopropyl-3-((1s,3r)-3-(3-(pyrimidin-2-ylamino)-1H-pyrazol-5-yl)cyclopentyl)urea